N1(CCC1)C1=CC=C2C(=N1)CCC2N2N=CC(=C2)N 1-(2-(Azetidin-1-yl)-6,7-dihydro-5H-cyclopenta[b]pyridin-5-yl)-1H-pyrazol-4-amine